N-propionyl-selenocystine C(CC)(=O)N[C@@H](C[Se][Se]C[C@@H](C(=O)O)N)C(=O)O